C(C)OC(\N=C(/SCC)\NC=1C=C2COCC2=C(C1F)Br)=O (NZ)-N-[[(7-bromo-6-fluoro-1,3-dihydroisobenzofuran-5-yl)amino]-ethylsulfanyl-methylene]carbamic acid ethyl ester